((1-acetylpiperidin-4-yl)thio)pyrimidine-4-carboxylic acid C(C)(=O)N1CCC(CC1)SC1=NC=CC(=N1)C(=O)O